2-[[4-[1-methyl-4-(4-pyridyl)pyrazol-3-yl]phenoxy]methyl]quinoline-3-carboxylic acid CN1N=C(C(=C1)C1=CC=NC=C1)C1=CC=C(OCC2=NC3=CC=CC=C3C=C2C(=O)O)C=C1